(S)-methyl-3-(1,4-dimethyl-1H-benzo[d][1,2,3]triazol-5-yl)-3-(3-(hydroxymethyl)-4-methylphenyl)-2,2-dimethylpropanoate COC(C([C@@H](C1=CC(=C(C=C1)C)CO)C1=C(C2=C(N(N=N2)C)C=C1)C)(C)C)=O